ClC=1C=C(C=CC1)C1=CC(=CC=C1)[C@H](CC(=O)OCC)NC(=O)NC=1C(N(C=C(C1O)C)C)=O ethyl (S)-3-(3'-chlorobiphenyl-3-yl)-3-(3-(4-hydroxy-1,5-dimethyl-2-oxo-1,2-dihydropyridin-3-yl)ureido)propanoate